(R)-tert-butyl (1-(4-(trifluoromethyl)phenyl)pyrrolidin-3-yl)carbamate FC(C1=CC=C(C=C1)N1C[C@@H](CC1)NC(OC(C)(C)C)=O)(F)F